(2-Methoxyethoxy)-4-methyl-3-(1-propionyl-5-(p-tolyl)-4,5-dihydro-1H-pyrazol-3-yl)-1,8-naphthyridin-2(1H)-one COCCON1C(C(=C(C2=CC=CN=C12)C)C1=NN(C(C1)C1=CC=C(C=C1)C)C(CC)=O)=O